COC1=C(NCC#CC=2C=C(C=3C=CN(C3C2)CC(F)(F)F)NC2CN(CC2)C)C=CC(=C1)S(=O)(=O)C 6-[3-(2-Methoxy-4-methylsulfonyl-anilino)prop-1-ynyl]-N-(1-methylpyrrolidin-3-yl)-1-(2,2,2-trifluoroethyl)indol-4-amine